ClC1=C2CCC3(C2=CC=C1)CCC=1C(=NC(=NC1C3)OC[C@H]3N(CCC3)C(C)C)N3CC1NC(C3)C1 4'-Chloro-4-(3,6-diazabicyclo[3.1.1]heptan-3-yl)-2-[[(2S)-1-isopropylpyrrolidin-2-yl]methoxy]spiro[6,8-dihydro-5H-quinazoline-7,1'-indane]